FC(C=1C=C(C=CC1)N1C=CC2=CC(=CC=C12)N)(F)F 1-(3-(trifluoro-methyl)phenyl)-1H-indol-5-amine